C1=CC=C(C=2OC3=C(C21)C=CC=C3)C3=NC=CC2=CC=CC=C32 1-(dibenzo[b,d]furan-4-yl)isoquinoline